OCC1CCN(CC1)C=1C=CC(=NC1)NC1=C2C(=NC(=C1)OC=1C(=CC(=NC1)C#N)C)N(C=N2)C 5-[7-[[5-[4-(hydroxymethyl)-1-piperidinyl]-2-pyridinyl]amino]-3-methyl-imidazo[4,5-b]pyridin-5-yl]oxy-4-methyl-pyridine-2-carbonitrile